C(C=C)(=O)OCC1=C(C=CC=C1)C1=CC=CC=C1 acryloxymethyl-biphenyl